1,4-DIOXANE-d8 [2H]C1(C(OC(C(O1)([2H])[2H])([2H])[2H])([2H])[2H])[2H]